COC(C1=C(C(=CC=C1)Cl)Br)=O 2-bromo-3-chloro-benzoic acid methyl ester